tert-butyl N-[cis-3-[[3-[N'-(2-chloro-5-fluoro-phenyl)carbamimidoyl]-6-[4-(hydroxymethyl)-2-methyl-phenyl]pyrrolo[1,2-b]pyridazin-4-yl]amino]cyclopentyl]carbamate ClC1=C(C=C(C=C1)F)N=C(N)C1=C(C=2N(N=C1)C=C(C2)C2=C(C=C(C=C2)CO)C)N[C@H]2C[C@H](CC2)NC(OC(C)(C)C)=O